(1,2-dibromobutyl)benzene BrC(C(CC)Br)C1=CC=CC=C1